ClC1=CC=C(C=C1)N1N=C(C=C1)OC\C=C(/C(/C(=O)NC)=N\OC)\C (2E,3Z)-5-{[1-(4-chlorophenyl)-1H-pyrazol-3-yl]Oxy}-2-(methoxyimino)-N,3-dimethylpent-3-enamide